C(C1=CC=CC=C1)SN(C(=O)SSCCCCCCSSC(N(SCC1=CC=CC=C1)SCC1=CC=CC=C1)=O)SCC1=CC=CC=C1 1,6-bis(N,N'-dibenzylthio-carbamoyldithio)-hexane